O=C1N(CCC(N1)=O)C1=C(CN2CCC(CC2)C#CC2=CN=C(C3=CC(=C(C=C23)C(=O)N)OC)OC[C@H]2NC([C@H]([C@H]2CC)F)=O)C=CC=C1 4-((1-(2-(2,4-dioxotetrahydropyrimidin-1(2H)-yl)benzyl)piperidin-4-yl)ethynyl)-1-(((2S,3S,4S)-3-ethyl-4-fluoro-5-oxopyrrolidin-2-yl)methoxy)-7-methoxyisoquinoline-6-carboxamide